5-bromo-3,3-dimethyl-1H-indol-2-one BrC=1C=C2C(C(NC2=CC1)=O)(C)C